5-amino-1-(4,4-difluoro-1-methyl-pyrrolidin-3-yl)-3-[4-[[(5-fluoro-2-methoxy-benzoyl)amino]methyl]phenyl]pyrazole-4-carboxamide NC1=C(C(=NN1C1CN(CC1(F)F)C)C1=CC=C(C=C1)CNC(C1=C(C=CC(=C1)F)OC)=O)C(=O)N